C(C)C1=C(C=CC(=C1)F)N1CN(C(C2=CC=C(C=C12)C(F)(F)F)=O)C1=C(NC(C=C1)=O)C 1-(2-ethyl-4-fluorophenyl)-3-(2-methyl-6-oxo-1,6-dihydropyridin-3-yl)-7-(trifluoromethyl)-2,3-dihydroquinazolin-4(1H)-one